BrC=1C=C(C2=C(N(N=N2)[C@H](C)C2=C(C=C(C=C2)Cl)Cl)C1)C1CC1 (R)-6-bromo-4-cyclopropyl-1-(1-(2,4-dichlorophenyl)ethyl)-1H-benzo[d][1,2,3]triazole